racemic-methyl (3R)-1-(5-bromo-2,3-dihydro-1H-inden-1-yl)pyrrolidine-3-carboxylate BrC=1C=C2CC[C@H](C2=CC1)N1C[C@@H](CC1)C(=O)OC |&1:6|